OC1=CC(NC2=C(C=C(C=C12)C(=O)OC)OC)=O 4-hydroxy-6-methoxycarbonyl-8-methoxyquinolin-2(1H)-one